4-[(1-oxo-1,2,3,4-tetrahydroisoquinolin-5-yl)amino]-2-[(4,5,6,7-tetrahydropyrazolo[1,5-a]pyridin-3-yl)amino]pyrimidine-5-carboxamide O=C1NCCC2=C(C=CC=C12)NC1=NC(=NC=C1C(=O)N)NC=1C=NN2C1CCCC2